1-((2R,5S)-4-(6-chloro-7-(3-chloro-5-methyl-1H-indazol-4-yl)-2-(3-(dimethylamino)azetidin-1-yl)-8-fluoroquinazolin-4-yl)-2,5-dimethylpiperazin-1-yl)prop-2-en-1-one ClC=1C=C2C(=NC(=NC2=C(C1C1=C2C(=NNC2=CC=C1C)Cl)F)N1CC(C1)N(C)C)N1C[C@H](N(C[C@@H]1C)C(C=C)=O)C